COCCCBr 3-methoxybromopropane